ClC=1C(N(C(=CC1OC([2H])([2H])C1=NC=C(C=C1F)F)C)C1=C(C(=NC=C1C)C1=NC(=NC=C1)CC1(CC1)O)F)=O 3-chloro-4-((3,5-difluoropyridin-2-yl)methoxy-d2)-3'-fluoro-2'-(2-((1-hydroxycyclopropyl)methyl)pyrimidin-4-yl)-5',6-dimethyl-2H-[1,4'-bipyridin]-2-one